N[C@H](C(=O)NCCCCCCN(CCO[C@H]1O[C@@H]([C@H]([C@@H]([C@@H]1O)O)O)CO)CCO[C@H]1O[C@@H]([C@H]([C@@H]([C@@H]1O)O)O)CO)CCC(=O)NCCCCCCN(CCOC1OC(C(C(C1O)O)O)CO)CCO[C@H]1O[C@@H]([C@H]([C@@H]([C@@H]1O)O)O)CO (S)-2-amino-N1,N5-bis(6-(bis(2-(((2S,3S,4S,5S,6R)-3,4,5-trihydroxy-6-(hydroxymethyl)tetrahydro-2H-pyran-2-yl)oxy)ethyl)amino)hexyl)pentanediamide